3-CHLORO-2,3-BIS(4-METHOXYPHENYL)ACRYLALDEHYDE ClC(=C(C=O)C1=CC=C(C=C1)OC)C1=CC=C(C=C1)OC